C[SiH2]C=CC1=CC=CC=C1 Methylsilylstyrene